C(CCCCCCC)[NH+](CCCCCCCC)CCCCCCCC tri(n-octyl)ammonium